(2R,4s)-2-((R)-6-(4-(trifluoromethyl)phenyl)-2-azaspiro[3.4]octane-2-carbonyl)-5-azaspiro[3.4]octane-6-one FC(C1=CC=C(C=C1)[C@H]1CC2(CN(C2)C(=O)C2CC3(C2)NC(CC3)=O)CC1)(F)F